4-isobutyl-3,4-dihydroquinoxalin C(C(C)C)N1CC=NC2=CC=CC=C12